tert-butyl (1R,4R)-5-(6-cyclopropyl-5-nitropyridin-2-yl)-2,5-diazabicyclo[2.2.1]heptane-2-carboxylate C1(CC1)C1=C(C=CC(=N1)N1[C@H]2CN([C@@H](C1)C2)C(=O)OC(C)(C)C)[N+](=O)[O-]